3-[(3R)-4,4-difluorotetrahydrofuran-3-yl]-1-methyl-1-[[3-[[(3R)-tetrahydrofuran-3-yl]methyl]-4-pyridyl]methyl]urea FC1([C@@H](COC1)NC(N(CC1=C(C=NC=C1)C[C@H]1COCC1)C)=O)F